CC1(CCC1)NCC1=CC(=C2CNC(C2=C1)=O)C(F)(F)F 6-(((1-methylcyclobutyl)amino)-methyl)-4-(trifluoromethyl)isoindolin-1-one